C(C=C)C1=C(C(=CC=2NC([C@H]3N(C(C21)=O)CCCC3)OC3OCCCC3)O)OC Allyl-(6aS)-3-hydroxy-2-methoxy-12-oxo-6-((tetrahydro-2H-pyran-2-yl)oxy)-6,6a,7,8,9,10-hexahydrobenzo[e]pyrido[1,2-a][1,4]diazepine